tert-butyl 3-(5-(6-chloro-4-(((R)-tetrahydrofuran-3-yl)amino)pyridin-3-yl)-1,3,4-thiadiazol-2-yl)-3,8-diazabicyclo[3.2.1]octane-8-carboxylate ClC1=CC(=C(C=N1)C1=NN=C(S1)N1CC2CCC(C1)N2C(=O)OC(C)(C)C)N[C@H]2COCC2